O=C1NC2=CC=C(C=C2C1)C(=O)N[C@H](C)C1=CC=CC=C1 2-oxo-N-((R)-1-phenylethyl)indoline-5-carboxamide